3-ethoxy-1-methyl-1H-pyrazole-5-carboxamide C(C)OC1=NN(C(=C1)C(=O)N)C